1-propenyl-3-methylimidazole chloride salt [Cl-].C(=CC)N1CN(C=C1)C